C(C=C)(=O)N1C(CN(CC1)C=1N=C2C(=NC1)NC=C2C(=O)N[C@@H](CO)C2=C(C=CC=C2)F)(C)C |r| Racemic-2-(4-acryloyl-3,3-di-methylpiperazin-1-yl)-N-[1-(2-fluorophenyl)-2-hydroxyethyl]-5H-pyrrolo[2,3-b]pyrazine-7-carboxamide